(2-((2-(1,1-dioxo-1,2,5-thiadiazol-2-yl)ethyl)amino)-1,2,5-oxadiazol-3-yl)-1,2,4-oxadiazol-5(4H)-one O=S1(N(CC=N1)CCNN1ON=CC1C1=NOC(N1)=O)=O